2-{5-[3-(tert-butylamino)pyrrolidin-1-yl]pyrazin-2-yl}-5-(3-fluoro-1H-pyrazol-4-yl)phenol-Dihydrochlorid Cl.Cl.C(C)(C)(C)NC1CN(CC1)C=1N=CC(=NC1)C1=C(C=C(C=C1)C=1C(=NNC1)F)O